C(CCCCCCCCCCCCCCCCCCCCCCCCCCC)O.[Zn] zinc octacosanol